O=C1CC2(COC2)CCC1C(=O)OC methyl 6-oxo-2-oxaspiro[3.5]nonane-7-carboxylate